C(N)(O[C@@H]1C[C@@H](C1)NCC(=O)NCC1=C(C(=CC=C1)Cl)F)=O ((cis)-3-((2-((3-chloro-2-fluorophenylmethyl) amino)-2-oxoethyl) amino) cyclobutyl) carbamate